N1=C(C=CC=C1)C1=NC2=CC=CC=C2N=C1C1=NC=CC=C1 2,3-di(2-pyridyl)quinoxaline